C(CCC)[C@]1(CS(C2=C(N(C1)C1=CC=CC=C1)C=C(C(=C2)OCCC(=O)O)N(C)C)(=O)=O)CC |r| racemic-3-((3-butyl-7-(dimethylamino)-3-ethyl-1,1-dioxido-5-phenyl-2,3,4,5-tetrahydro-1,5-benzothiazepin-8-yl)oxy)propanoic acid